C(C1=CC=CC=C1)N([C@H](CO)C(C)C)CC1=CC=CC=C1 (S)-2-(dibenzylamino)-3-methylbutanol